(4-((5-Fluoro-2,4-dioxo-3,4-dihydropyrimidin-1(2H)-yl)methyl)phenyl)boronic acid FC=1C(NC(N(C1)CC1=CC=C(C=C1)B(O)O)=O)=O